tris(trichloromethyl)-1,3,5-triazine ClC(Cl)(Cl)C1=NC(=NC(=N1)C(Cl)(Cl)Cl)C(Cl)(Cl)Cl